C(CCC)N(C1CCC=CN2CCCNC12)CCCC 6-dibutylamino-1,8-diazabicyclo(5.4.0)-undecene